Benzyl (3R,4R)-3-[(tert-butoxycarbonyl)amino]-4-hydroxypiperidine-1-carboxylate C(C)(C)(C)OC(=O)N[C@@H]1CN(CC[C@H]1O)C(=O)OCC1=CC=CC=C1